3,5-Dimethyl-isoxazole-4-carboxylic acid {(R or S)-1-[4-chloro-5-(1-methyl-2-oxo-1,2,3,4-tetrahydro-quinolin-6-yl)-pyridin-3-yl]-ethyl}-amide ClC1=C(C=NC=C1C=1C=C2CCC(N(C2=CC1)C)=O)[C@@H](C)NC(=O)C=1C(=NOC1C)C |o1:19|